Heptyl 3-ethyl-14-hexyl-7-(3-((2-octyldecanoyl)oxy)propyl)-12-oxo-11,13-dioxa-3,7-diazanonadecane-19-oate C(C)N(CC)CCCN(CCCOC(OC(CCCCC(=O)OCCCCCCC)CCCCCC)=O)CCCOC(C(CCCCCCCC)CCCCCCCC)=O